(R)-2-(3-(6-chloro-7-fluoro-5-methoxy-1-methyl-3-(1H-pyrazol-4-yl)-1H-indol-2-yl)-1H-1,2,4-triazol-5-yl)-2-methoxy-N,N-dimethylethan-1-amine ClC1=C(C=C2C(=C(N(C2=C1F)C)C1=NNC(=N1)[C@@H](CN(C)C)OC)C=1C=NNC1)OC